ClC1=CN(N=C1)C 4-chloro-2-methyl-2H-pyrazole